acrylic acid yttrium salt [Y+3].C(C=C)(=O)[O-].C(C=C)(=O)[O-].C(C=C)(=O)[O-]